ClC1=CC(=C(C=C1C#N)NS(=O)(=O)C=1C=C(C(=O)OC)C=CC1C=C)N1[C@@H](CCCC1)CCCC=C methyl (R)-3-(N-(4-chloro-5-cyano-2-(2-(pent-4-en-1-yl)piperidin-1-yl)phenyl)sulfamoyl)-4-vinylbenzoate